C(C)(C)(C)OC(=O)C=1C=NC(=CC1C1=C(C=CC(=C1)C#N)OC)C 4-(5-cyano-2-methoxyphenyl)-6-methylpyridine-3-carboxylic acid tert-butyl ester